OCC(CO)N(C(C1=C(C(C(=O)N)=C(C(=C1I)N)I)I)=O)C(CO)CO N,N-bis(1,3-dihydroxy-2-propyl)-5-amino-2,4,6-tri-iodoisophthalamide